C(C)(C)(C)OC(=O)NC(C(=O)OC(C)(C)C)(CC1=CC=C(C=C1)OS(=O)(=O)F)C tert-butyl 2-((tert-Butoxycarbonyl) amino)-3-(4-((fluorosulfonyl) oxy) phenyl)-2-methylpropionate